N-(4-methylphenylsulphonyl)-N'-(3-(4-methylphenylsulfonyloxy)phenyl)urea CC1=CC=C(C=C1)S(=O)(=O)NC(=O)NC1=CC(=CC=C1)OS(=O)(=O)C1=CC=C(C=C1)C